CN1CCC(CC1)NC=1C=NN(C1)C 1-methyl-N-(1-methylpyrazol-4-yl)piperidin-4-amine